5-amino-3-(3-hydroxy-3-methyl-butyl)-1-[(R)-2-hydroxypropyl]benzimidazol-2-one NC1=CC2=C(N(C(N2CCC(C)(C)O)=O)C[C@@H](C)O)C=C1